(R)-3-((S)-1-(tert-butoxy)-1-oxo-3-(3-(4,4,5,5-tetramethyl-1,3,2-dioxaborolan-2-yl)phenyl)propan-2-yl)pyrrolidine-1-carboxylic acid tert-butyl ester C(C)(C)(C)OC(=O)N1C[C@H](CC1)[C@@H](C(=O)OC(C)(C)C)CC1=CC(=CC=C1)B1OC(C(O1)(C)C)(C)C